C1(=CC=CC=C1)C1(CC1)C=1NC(C2=C(N1)CCN(C2)C(CC2=CC(=CC=C2)OC(F)(F)F)=O)=O 2-(1-phenylcyclopropyl)-6-(2-(3-(trifluoromethoxy)phenyl)acetyl)-5,6,7,8-tetrahydropyrido[4,3-d]pyrimidin-4(3H)-one